ClC1=CC=CC=2N1N=C(C2)[C@H]2N(CCC1=C2N=CN1)C(=O)C1=CC=NN1C(F)F (S)-(4-(7-chloropyrazolo[1,5-a]pyridin-2-yl)-6,7-dihydro-1H-imidazo[4,5-c]pyridin-5(4H)-yl)(1-(difluoromethyl)-1H-pyrazol-5-yl)methanone